methyl (S)-2-((1H-pyrrolo[2,3-b]pyridin-5-yl)oxy)-4-(4-(3-(2-(2-cyclopropylphenyl)pyrrolidin-1-yl)cyclobutyl)piperidin-1-yl)benzoate N1C=CC=2C1=NC=C(C2)OC2=C(C(=O)OC)C=CC(=C2)N2CCC(CC2)C2CC(C2)N2[C@@H](CCC2)C2=C(C=CC=C2)C2CC2